ClC1=CC(=C(N=N1)C(N(C)C)=O)NCC1CCN(CC1)C(=O)OC(C)(C)C tert-butyl 4-((6-chloro-3-(dimethylcarbamoyl)pyridazin-4-ylamino)methyl)piperidine-1-carboxylate